2,5-diazaspiro[3.5]nonane-2-carboxamide C1N(CC12NCCCC2)C(=O)N